NC1=C2C(=NC=N1)N(N=C2C2=CC=C(C=C2)OC2=CC=CC=C2)C2C(CN(CC2)C2CCN(CC2)C2CN(C2)C=2C=C1C(N(C(C1=CC2)=O)C2C(NC(CC2)=O)=O)=O)F trans-5-(3-(4-(4-amino-3-(4-phenoxyphenyl)-1H-pyrazolo[3,4-d]pyrimidin-1-yl)-3-fluoro-[1,4'-bipiperidin]-1'-yl)azetidin-1-yl)-2-(2,6-dioxopiperidin-3-yl)isoindoline-1,3-dione